C(C)(C)(C)OC(=O)N1C2CNCC1CC2 8-tert-butoxycarbonyl-3,8-diazabicyclo[3.2.1]octane